CC1(CC(C1)CN1N=CC(=C1)NC(=O)C=1N=C(SC1)C=1C=NNC1)C N-{1-[(3,3-dimethylcyclobutyl)methyl]-1H-pyrazol-4-yl}-2-(1H-pyrazol-4-yl)-1,3-thiazole-4-carboxamide